C1CC12CCN(CC2)C=2C=C(C=CC2N2N=NC(=C2)C=2C=C1C=CC=NC1=C(C2)N2CCC(CC2)(F)F)NS(=O)(=O)[C@@H](CO)C (2R)-N-(3-{6-azaspiro[2.5]octan-6-yl}-4-{4-[8-(4,4-difluoropiperidin-1-yl)quinolin-6-yl]-1H-1,2,3-triazol-1-yl}phenyl)-1-hydroxypropane-2-sulfonamide